p-methylsulfonylphenyl-serinol CS(=O)(=O)C1=CC=C(C=C1)NC(CO)CO